3-((2S)-3-(8-(7-chlorobenzo[c][1,2,5]oxadiazol-4-ylsulfonyl)-1-oxa-8-azaspiro[4.5]dec-3-ylamino)-2-hydroxypropoxy)-N-methylbenzenesulfonamide ClC1=CC=C(C=2C1=NON2)S(=O)(=O)N2CCC1(CC(CO1)NC[C@@H](COC=1C=C(C=CC1)S(=O)(=O)NC)O)CC2